CC(/C=C/C=1C=C2C=CC(=CC2=CC1)O)CCC=C(C)C (E)-6-(3,7-Dimethylocta-1,6-dienyl)naphthalene-2-ol